NC1=C(C=2C=CC=3N(C2N1C1=C(C(=CC=C1C)O)C)N=CN3)C(=O)N 7-amino-8-(3-hydroxy-2,6-dimethylphenyl)-8H-pyrrolo[3,2-e][1,2,4]triazolo[1,5-a]pyridine-6-carboxamide